C(CCCCCCCCCCC)N(C(CCC(=O)O)=O)CCCCCCCCCCCC 4-(didodecylamino)-4-oxobutanoic acid